C(C[N+]1=CC=C(C=C1)C=C)[N+]1=CC=C(C=C1)C=C 1,1'-(1,2-ethanediyl)bis[4-vinylpyridinium]